C1(CCCC1)C1=CNC=2N=CN=C(C21)N[C@@H]2CC[C@@H](N(C2)C(C=C)=O)C 1-((2S,5R)-5-((5-cyclopentyl-7H-pyrrolo[2,3-d]pyrimidin-4-yl)amino)-2-methylpiperidin-1-yl)prop-2-en-1-one